CC1CCC(NC1)C1=CC=C(S1)NC(C)=O N-[5-(5-methyl-2-piperidyl)-2-thienyl]acetamide